N-(3-Chloro-4-(trifluoromethoxy)benzyl)-2,2,2-trifluoro-N-(2-(pyrrolidin-3-yl)ethyl)acetamide ClC=1C=C(CN(C(C(F)(F)F)=O)CCC2CNCC2)C=CC1OC(F)(F)F